6-(2',3'-difluoro-[1,1'-Biphenyl]-4-yl)-2-Methyl-1H-benzo[d]Imidazol FC1=C(C=CC=C1F)C1=CC=C(C=C1)C=1C=CC2=C(NC(=N2)C)C1